C(CCCCCCCCCCCCCCCCCCCCC)N=C=O docosyl isocyanate